5-amino-7-bromo-2-methyl-2H-indazole-4-carboxylic acid NC1=C(C2=CN(N=C2C(=C1)Br)C)C(=O)O